(S)-4-ethyl-4,9-dihydroxy-1,12-dihydro-14H-pyrano[3',4':6,7]indolizino[1,2-b]quinoline-3,14(4H)-dione hydrochloride Cl.C(C)[C@]1(C(OCC=2C(N3CC=4C(=NC=5C=CC(=CC5C4)O)C3=CC21)=O)=O)O